C1(CC1)OC1=NC=CC=C1C1=CNC2=NC(=CC=C21)NC(=O)[C@H]2[C@H](C2)F (1S,2S)-N-[3-(2-cyclopropoxypyridin-3-yl)-1H-pyrrolo[2,3-b]pyridin-6-yl]-2-fluorocyclopropane-1-carboxamide